CC1CC(C(N1)=O)=C 5-methyl-3-methylenepyrrolidin-2-one